1-(4-nitrophenyl)-3-(phenylsulfonyl)propan-1-one [N+](=O)([O-])C1=CC=C(C=C1)C(CCS(=O)(=O)C1=CC=CC=C1)=O